COC=1C=C(C=CC1OC)C=1OC2=C(C(=C(C(=C2C(C1)=O)OC)OC)OC)[N+](=O)[O-] 2-(3,4-dimethoxyphenyl)-5,6,7-trimethoxy-8-nitro-4H-chromen-4-one